COCCOC=1C=CC2=C(NC(=N2)C2=NNC3=CC=C(C=C23)C(=O)OC)C1 methyl 3-(6-(2-methoxyethoxy)-1H-benzo[d]imidazol-2-yl)-1H-indazole-5-carboxylate